ClC1=C(C(=O)NC2=C3C=NN(C3=CC=C2)C2=CC(=C(C=C2)C)C(F)(F)F)C=C(C=C1)CNC(C(CO)(C)C)=O 2-Chloro-5-{[(3-hydroxy-2,2-dimethylpropanoyl)amino]methyl}-N-{1-[4-methyl-3-(trifluoromethyl)phenyl]-1H-Indazol-4-yl}benzamide